(rac)-tert-butyl 2-(cyanomethyl)morpholine-4-carboxylate C(#N)C[C@@H]1CN(CCO1)C(=O)OC(C)(C)C |r|